(5-chloro-1-methyl-1H-pyrazolo[3,4-c]pyridin-3-yl)-1-cyclopentylethan-1-ol ClC=1C=C2C(=CN1)N(N=C2C(C)(O)C2CCCC2)C